undecanoate ammonium [NH4+].C(CCCCCCCCCC)(=O)[O-]